isopropyl (5-(2-((5-(2-(aminomethyl)-5-(4-methylthiazol-5-yl)phenoxy)pentyl)amino)benzo[d]thiazol-6-yl)pyridin-3-yl)(methyl)carbamate hydrochloride Cl.NCC1=C(OCCCCCNC=2SC3=C(N2)C=CC(=C3)C=3C=C(C=NC3)N(C(OC(C)C)=O)C)C=C(C=C1)C1=C(N=CS1)C